C1(=NC=CC2=CC=CC=C12)C(C)(C)N[S@](=O)C(C)(C)C (R)-N-(2-(isoquinolin-1-yl)propan-2-yl)-2-methylpropane-2-sulfinamide